COC1CN(C1)C=1SC2=C(N1)C=CC(=C2)C=2C(CC(NN2)=O)C 6-(2-(3-methoxyazetidin-1-yl)benzo[d]thiazol-6-yl)-5-methyl-4,5-dihydropyridazin-3(2H)-one